C1(CCCCC1)CNC(=O)C(C(CC)N(C=O)CC1CN(C1)C(=O)OC(C)(C)C)O Tert-Butyl 3-[(N-{1-[(cyclohexylmethyl)carbamoyl]-1-hydroxybutan-2-yl}formamido)-methyl]azetidine-1-carboxylate